isothiouronium propionate C(CC)(=O)[O-].NC(S)=[NH2+]